1-(((tert-butyldiphenylmethylsilyl)oxy)methyl)-2-oxabicyclo[2.2.2]octan-4-carboxylic acid C(C)(C)(C)[SiH](OCC12OCC(CC1)(CC2)C(=O)O)C(C2=CC=CC=C2)C2=CC=CC=C2